C(C)(C)(C)OC(=O)N1CCN(CC1)C1=CC=C(C=C1)NCCC(=O)OCC 4-(4-((3-ethoxy-3-oxopropyl)amino)phenyl)piperazine-1-carboxylic acid tert-butyl ester